2-((4-((S)-2-(4-chloro-2-fluorophenyl)-2-methylbenzo[d][1,3]dioxol-4-yl)piperidin-1-yl)methyl)-N-(2-methoxyethyl)-3-(((S)-oxetan-2-yl)methyl)-3H-imidazo[4,5-c]pyridine-6-carboxamide ClC1=CC(=C(C=C1)[C@@]1(OC2=C(O1)C=CC=C2C2CCN(CC2)CC2=NC1=C(C=NC(=C1)C(=O)NCCOC)N2C[C@H]2OCC2)C)F